1-[8-(2-chlorophenyl)-9-(4-chlorophenyl)-2-methylsulfanyl-purin-6-yl]-4-methyl-piperidine-4-carboxamide ClC1=C(C=CC=C1)C=1N(C2=NC(=NC(=C2N1)N1CCC(CC1)(C(=O)N)C)SC)C1=CC=C(C=C1)Cl